8-methoxy-2,3,6,7-tetrahydro-1H,5H-pyrido[3,2,1-ij]quinolone COC1=CC=C2C(CCN3C2=C1CCC3)=O